N,N,N',N'-tetrabiphenylyl-benzidine C1(=C(C=CC=C1)N(C1=CC=C(C=C1)C1=CC=C(N(C2=C(C=CC=C2)C2=CC=CC=C2)C2=C(C=CC=C2)C2=CC=CC=C2)C=C1)C1=C(C=CC=C1)C1=CC=CC=C1)C1=CC=CC=C1